(2Z,3E)-6'-bromo-3-((2-(2-hydroxyethoxy)ethoxy)imino)-[2,3'-biindolinylidene]-2'-one BrC1=CC=C2/C(/C(NC2=C1)=O)=C\1/NC2=CC=CC=C2/C1=N\OCCOCCO